COC(=O)C=1N=C(N2C1CN(CC2)C(C[C@@H](CC2=C(C=C(C(=C2)F)F)F)NC(=O)OC(C)(C)C)=O)C(F)(F)F (R)-7-[3-tert-Butoxycarbonylamino-4-(2,4,5-trifluoro-phenyl)-butyryl]-3-trifluoromethyl-5,6,7,8-tetrahydro-imidazo[1,5-a]pyrazine-1-carboxylic acid methyl ester